tert-Butyl N-[4-carbamoyl-2-isopropyl-5-[4-[2-oxo-2-[(3-spiro[2.2]pentan-2-ylisoxazol-5-yl)amino]ethyl]phenyl]pyrazol-3-yl]carbamate C(N)(=O)C1=C(N(N=C1C1=CC=C(C=C1)CC(NC1=CC(=NO1)C1CC12CC2)=O)C(C)C)NC(OC(C)(C)C)=O